COC=1C=C(C=C(C1OC)OC)N1C=NC(=C1)NC=1N=C(C2=C(N1)C=CO2)N2[C@H](CCC2)CO (R)-(1-(2-((1-(3,4,5-trimethoxyphenyl)-1H-imidazol-4-yl)amino)furo[3,2-d]pyrimidin-4-yl)pyrrolidin-2-yl)methanol